N[C@@H]1CC[C@H](CC1)CNC(OC(C)(C)C)=O tert-butyl N-[(trans-4-aminocyclohexyl)methyl]carbamate